C(CCC)[Si](C1=CC=C(C=C1)[Si](O)(O)CCCC)(O)O 1,4-bis(butyl-dihydroxysilyl)benzene